CS(=O)(C)=NC1=CC=C(C=C1)NC1=NC=NC(=C1)C1=CNC2=CC=CC=C12 N-[4-[[dimethyl(oxo)-λ6-sulfanylidene]amino]phenyl]-6-(1H-indol-3-yl)pyrimidin-4-amine